N-(2-(5,5-difluoro-1-(2,2,2-trifluoroethyl)piperidin-2-yl)-4-(2-fluorophenyl)pyridin-3-yl)-2-isopropylpyrimidine-5-carboxamide FC1(CCC(N(C1)CC(F)(F)F)C1=NC=CC(=C1NC(=O)C=1C=NC(=NC1)C(C)C)C1=C(C=CC=C1)F)F